N-(1,1-Dioxido-2,3-dihydrothiophen-3-yl)-2-oxo-7-phenyl-1,2-dihydroquinoline-3-carboxamide O=S1(CC(C=C1)NC(=O)C=1C(NC2=CC(=CC=C2C1)C1=CC=CC=C1)=O)=O